methyldiethanolamine ammonium [NH4+].CN(CCO)CCO